N=1C=NN2C1C=C(C=C2)C2=CNC=1N=C(N=CC12)NC1CC2(C1)CCN(CC2)C(C)=O 1-(2-((5-([1,2,4]triazolo[1,5-a]pyridin-7-yl)-7H-pyrrolo[2,3-d]pyrimidin-2-yl)amino)-7-azaspiro[3.5]nonan-7-yl)ethan-1-one